C(C)(C)(C)OC(=O)N1CCN(CC1)C1=NC=C(C=N1)C(CO)C1=CC=C(C=C1)F 4-{5-[1-(4-fluorophenyl)-2-hydroxyethyl]pyrimidin-2-yl}piperazine-1-carboxylic acid tert-butyl ester